8-(4-fluorophenyl)-N-methyl-6,9-dioxo-5-(4-(trifluoromethyl)benzyl)-2,5,8-triazaspiro[3.5]-nonane-2-carboxamide FC1=CC=C(C=C1)N1CC(N(C2(CN(C2)C(=O)NC)C1=O)CC1=CC=C(C=C1)C(F)(F)F)=O